BrC1=NNC=2C1=NC=C(C2)C2CCC2 3-bromo-6-cyclobutyl-1H-pyrazolo[4,3-b]pyridine